BrC=1C=C(C(=O)NCCC2=CC(=CC=C2)F)C=CC1 3-bromo-N-(3-fluorophenethyl)benzamide